O=C1N(CC2=CC=C(C=C12)S(=O)(=O)N1C=NC(=C1)C(F)(F)F)C1C(NC(CC1)=O)=O 3-(1-oxo-6-((4-(trifluoromethyl)-1H-imidazol-1-yl)sulfonyl)isoindolin-2-yl)piperidine-2,6-dione